7'-(1,1-dimethylsilinan-4-yl)-2'-((7-methyl-[1,2,4]triazolo[1,5-a]pyridin-6-yl)amino)spiro[cyclopropane-1,5'-pyrrolo[2,3-d]pyrimidin]-6'(7'H)-one C[Si]1(CCC(CC1)N1C(C2(C3=C1N=C(N=C3)NC=3C(=CC=1N(C3)N=CN1)C)CC2)=O)C